N-(3-((5-(3-((dimethylamino)methyl)phenyl)-2-((1-methyl-1H-pyrazol-4-yl)amino)pyrimidin-4-yl)amino)-4-fluorophenyl)acrylamide CN(C)CC=1C=C(C=CC1)C=1C(=NC(=NC1)NC=1C=NN(C1)C)NC=1C=C(C=CC1F)NC(C=C)=O